CN1C=NC(=C1)C1=C(C=CC(=C1)N)NC1=CC=C(C=C1)C(F)(F)F 2-(1-Methyl-1H-imidazol-4-yl)-N1-(4-(trifluoromethyl)phenyl)benzene-1,4-diamine